Chloro[(R,R)-N-[2-[2-(4-methylbenzyloxy)ethyl]amino-1,2-diphenylethyl]-methanesulfonamide] ruthenium (II) [Ru+2].ClCS(=O)(=O)N[C@@H]([C@@H](C1=CC=CC=C1)NCCOCC1=CC=C(C=C1)C)C1=CC=CC=C1